C1(=CC=CC=C1)C1N(CCC1)C1=CC=CC(=N1)S(=O)(=O)NC(=O)C=1C(=NC=CC1)N1C(CC(C1)C)(C)C N-[[6-(2-Phenylpyrrolidin-1-yl)-2-pyridyl]sulfonyl]-2-(2,2,4-trimethylpyrrolidin-1-yl)pyridin-3-carboxamid